1-ethyl-1H-1,2,3-triazole-5-carboxamide C(C)N1N=NC=C1C(=O)N